N-[(1s,4s)-4-{[2-(trifluoromethyl)quinolin-4-yl]amino}cyclohexyl]pyridine-3-carboxamide FC(C1=NC2=CC=CC=C2C(=C1)NC1CCC(CC1)NC(=O)C=1C=NC=CC1)(F)F